2-(1-(4-bromophenyl-methyl)-1H-imidazol-2-yl)propan-2-ol BrC1=CC=C(C=C1)CN1C(=NC=C1)C(C)(C)O